FC1(CC1)CN1C[C@H](N(CC1)CC1=C2C=CN(C2=C(C=C1OC)C)C(=O)OC(C)(C)C)C1=CC=C(C=C1)C(=O)OC |r| (±)-tert-butyl 4-((4-((1-fluorocyclopropyl)methyl)-2-(4-(methoxycarbonyl)phenyl)piperazin-1-yl)methyl)-5-methoxy-7-methyl-1H-indole-1-carboxylate